FC1=C(C=CC=C1)P(N(C(C1=CC=CC=C1)=O)P(C1=CC=C(C=C1)[Si](CCCC)(CCCC)CCCC)C1=C(C=CC=C1)F)C1=CC=C(C=C1)[Si](CCCC)(CCCC)CCCC N,N-bis((2-fluorophenyl)(4-(tributylsilyl)phenyl)phosphino)benzamide